N[C@@H]1C[C@@H](CCC1)C(=O)OC(C)(C)C tert-butyl (1R,3S)-3-aminocyclohexane-1-carboxylate